NC1=NC(=CC(=N1)N1CCC2(C[C@H](NC2)C(=O)O)CC1)O[C@@H](C(F)(F)F)C1=CC=C(C=C1)C1=CC=C2C=CC(OC2=C1)=O (S)-8-(2-amino-6-((R)-2,2,2-trifluoro-1-(4-(2-oxo-2H-chromen-7-yl)phenyl)ethoxy)pyrimidin-4-yl)-2,8-diazaspiro[4.5]decane-3-carboxylic acid